1,2,4-triazoline N1=NCNC1